CN(S(=O)(=O)C=1C(=C(C(=O)O)C=CC1NCCCCCCCC(F)(F)F)OCC)C (N,N-dimethylsulfamoyl)-2-ethoxy-4-((8,8,8-trifluorooctyl)amino)benzoic acid